N-(5-chloro-2-((5-cyanopyridin-3-yl)methoxy)-4-(3-(1-(3-(4-Hydroxypiperidin-1-yl)propyl)indolin-4-yl)-2-methylbenzyloxy)benzyl)-L-serine ClC=1C(=CC(=C(CN[C@@H](CO)C(=O)O)C1)OCC=1C=NC=C(C1)C#N)OCC1=C(C(=CC=C1)C1=C2CCN(C2=CC=C1)CCCN1CCC(CC1)O)C